tert-butyl (3S)-3-methyl-4-[3-(4-oxo-3H-quinazolin-2-yl)propanoyl]piperazine-1-carboxylate C[C@H]1CN(CCN1C(CCC1=NC2=CC=CC=C2C(N1)=O)=O)C(=O)OC(C)(C)C